O=C1NC2=C(N1)C=CC(=C2)C(=O)OC methyl 2-oxo-2,3-dihydro-1H-benzo[d]imidazole-5-carboxylate